COC(C1=C(C(=CC=C1F)C1CNCC1)F)=O 2,6-difluoro-3-(pyrrolidin-3-yl)benzoic acid methyl ester